C(C1=CC=CC=C1)C1CCN(CC1)CCCNS(=O)(=O)C1=CC=C(C=C1)C1=CC=CC=C1 N-(3-(4-benzylpiperidin-1-yl)propyl)-[1,1'-biphenyl]-4-sulfonamide